C(#N)C1=NN(C=C1N(C(=O)C=1C=NC(=CC1)C1CC1)CC=1C=CC=2C3=C(C(=NC2C1)NCC1=C(C=C(C=C1)OC)OC)COC3)C N-(3-cyano-1-methyl-1H-pyrazol-4-yl)-6-cyclopropyl-N-[(4-{[(2,4-di-methoxyphenyl)methyl]amino}-1H,3H-furo[3,4-c]quinolin-7-yl)methyl]pyridine-3-carboxamide